BrC1=CC=C(C=C1)N1C(=NC(=C1C)C(=O)NN1CCS(CC1)(=O)=O)C1=C(C=C(C=C1)Cl)Cl 1-(4-Bromophenyl)-2-(2,4-Dichlorophenyl)-N-(1,1-Dioxidothiomorpholino)-5-Methyl-1H-Imidazole-4-Carboxamide